alpha-methyl-ortho-ethoxystyrene CC(=C)C1=C(C=CC=C1)OCC